[(E)-but-2-enyl]-(2-hydroxyethyl)-dimethyl-ammonium C(\C=C\C)[N+](C)(C)CCO